N-(1-cyclopropyl-2-oxo-1,2-dihydropyridin-3-yl)-7-isopropoxy-2-(1-(methoxymethyl)-2-oxabicyclo[2.1.1]hexan-4-yl)imidazo[1,2-a]pyridine-6-carboxamide C1(CC1)N1C(C(=CC=C1)NC(=O)C=1C(=CC=2N(C1)C=C(N2)C21COC(C2)(C1)COC)OC(C)C)=O